bis(methoxymethylphenyl)phenylsulfonium COCC1=C(C=CC=C1)[S+](C1=CC=CC=C1)C1=C(C=CC=C1)COC